C1(CC1)[C@H](C)N1C(C=2C(=NC(=CC2C1)C1=C(N=C(S1)NC(=O)NC)C)OCC)=O (S)-1-(5-(2-(1-cyclopropylethyl)-4-ethoxy-3-oxo-2,3-dihydro-1H-pyrrolo[3,4-c]pyridin-6-yl)-4-methylthiazol-2-yl)-3-methylurea